1-(7-(4,4-Difluoropiperidin-1-yl)pyrazolo[1,5-a]pyridin-5-yl)ethan-1-one FC1(CCN(CC1)C1=CC(=CC=2N1N=CC2)C(C)=O)F